(S)-N-[(1S)-1-[(2S)-3,4-dihydro-2H-pyran-2-yl]ethyl]-N,2-dimethyl-propane-2-sulfinamide O1[C@@H](CCC=C1)[C@H](C)N([S@@](=O)C(C)(C)C)C